1-(oxan-2-yl)-1,2,4-triazole O1C(CCCC1)N1N=CN=C1